methyl 3-ethenyl-1-methylindazole-5-carboxylate C(=C)C1=NN(C2=CC=C(C=C12)C(=O)OC)C